(S)-TERTBUTYL 6'-CHLORO-5-(((1R-2R)-2-((S)-1-HYDROXYBUT-3-EN-1-YL) CYCLOBUTYL)METHYL)-3',4,4',5-TETRAHYDRO-2H,2'H-SPIRO[BENZO[B][1,4]OXAZEPINE-3,1'-NAPHTHALENE]-7-CARBOXYLATE ClC=1C=C2CCC[C@]3(C2=CC1)CN(C1=C(OC3)C=CC(=C1)C(=O)OC(C)(C)C)C[C@H]1[C@@H](CC1)[C@H](CC=C)O